5-[[3-Chloro-4-[(2-guanidinoacetyl)amino]phenyl]sulfonylamino]thiazol ClC=1C=C(C=CC1NC(CNC(=N)N)=O)S(=O)(=O)NC1=CN=CS1